[3-(N,N-dimethylamino)-propyl]trimethoxysilane CN(C)CCC[Si](OC)(OC)OC